(E)-1-chloro-4-(4-nitrobenzenyl)benzene ClC1=CC=C(C=C1)C1=CC=C(C=C1)[N+](=O)[O-]